5-bromo-6-chloro-pyridine BrC=1C=CC=NC1Cl